COC1=C2CCC(CC2=CC=C1)N(CC1CCN(CC1)S(=O)(=O)C=1C=NC=CC1)CCC 5-Methoxy-N-propyl-N-((1-(pyridin-3-ylsulfonyl)piperidin-4-yl)methyl)-1,2,3,4-tetrahydronaphthalen-2-amine